C(C)[Si](C=1NC2=CC=CC=C2C1C[C@@H](C)NC(OC(C)(C)C)=O)(CC)CC tert-butyl (R)-(1-(2-(triethylsilyl)-1H-indol-3-yl)propan-2-yl)carbamate